OC(C=O)CC 2-hydroxybutyraldehyde